C(CCC)[Si](C=1C=C(C=CC1)P(N(P(C1=CC=C(C=C1)[Si](CCC)(CCC)CCC)C1=CC=C(C=C1)[Si](CCC)(CCC)CCC)CCC1=CC=CC=C1)C1=CC(=CC=C1)[Si](CCCC)(CCCC)CCCC)(CCCC)CCCC N-(bis(3-(tributylsilyl)phenyl)phosphaneyl)-N-phenethyl-1,1-bis(4-(tripropylsilyl)phenyl)phosphanamine